2-chloro-5-(cyclopentylthio)pyridine ClC1=NC=C(C=C1)SC1CCCC1